COC1=CN=CC(=N1)N1C[C@H](N(C[C@@H]1C)C(=O)OC1CC2(CN(C2)CC2=CC=CC=C2)C1)C 2-benzyl-2-azaspiro[3.3]heptan-6-yl (2R,5S)-4-(6-methoxypyrazin-2-yl)-2,5-dimethylpiperazine-1-carboxylate